NC[C@]1(CN(CCC1)C1=NC=CC(=N1)NC1=NNC(=C1)C1CC1)F 2-[(3R)-3-(aminomethyl)-3-fluoro-1-piperidinyl]-N-(5-cyclopropyl-1H-pyrazol-3-yl)pyrimidin-4-amine